C(C)S(=O)(=O)CCCC(=O)N1CC(C(C1)(F)F)(F)F 4-(ethylsulfonyl)-1-(3,3,4,4-tetrafluoro-pyrrolidin-1-yl)butan-1-one